FC1=C(C=CC(=C1)F)[C@H](CN1CCNCC1)NS(=O)(=O)C1=CC=C(C=C1)OC(F)(F)F (R)-N-(1-(2,4-difluorophenyl)-2-(piperazin-1-yl)ethyl)-4-(trifluoromethoxy)benzenesulfonamide